epsilon-(((2-methylcycloprop-2-en-1-yl)methoxy)carbonyl)-L-lysine CC=1C(C1)COC(=O)C(CCC[C@H](N)C(=O)O)N